N-(2-methoxy-6-methyl-3-pyridyl)-5-phenyl-1H-pyrrole-3-sulfonamide COC1=NC(=CC=C1NS(=O)(=O)C1=CNC(=C1)C1=CC=CC=C1)C